CC12CCC(CC1)C2 methylbicyclo[2.2.1]-heptane